OC1(CCC(CC1)C(=C)C)C(=O)C1=CC=CC=C1 (1-hydroxy-4-prop-1-en-2-ylcyclohexyl)-phenylmethanone